N1(N=NC=C1)C=1C=C2C=C(N=CC2=CC1)NC(=O)C1(CCN(CC1)CC(C)C)F N-(6-(1H-1,2,3-triazol-1-yl)isoquinolin-3-yl)-4-fluoro-1-isobutylpiperidine-4-carboxamide